4-[4-(cyclopropylamino)-1-piperidyl]-N-[8-[(2-hydroxyethylsulfonylamino)methyl]-6-methyl-imidazo[1,2-a]pyrazin-2-yl]-2-methyl-indazole-7-carboxamide C1(CC1)NC1CCN(CC1)C=1C2=CN(N=C2C(=CC1)C(=O)NC=1N=C2N(C=C(N=C2CNS(=O)(=O)CCO)C)C1)C